1-(4-fluoro-2-isopropylphenyl)-3-(2-methyl-6-oxo-1,6-dihydro-pyridin-3-yl)-6-(trifluoromethyl)-2,3-dihydropyrido[3,4-d]pyrimidin-4(1H)-one FC1=CC(=C(C=C1)N1CN(C(C2=C1C=NC(=C2)C(F)(F)F)=O)C2=C(NC(C=C2)=O)C)C(C)C